tris(4-tert-butylbenzene) phosphate P(=O)(O)(O)O.C(C)(C)(C)C1=CC=CC=C1.C(C)(C)(C)C1=CC=CC=C1.C(C)(C)(C)C1=CC=CC=C1